(4R,6S,7S)-(±)-4,6-dimethyl-7-hydroxy-nonan-3-one C[C@@H](C(CC)=O)C[C@@H]([C@H](CC)O)C |r|